3-bromo-5-(phenylsulfinyl)pyridine BrC=1C=NC=C(C1)S(=O)C1=CC=CC=C1